methyl 4-[4-benzyloxy-1-(4-fluoro-3-methoxy-phenyl)-2-(2-methoxy-1,1-dimethyl-ethyl)indol-3-yl]benzoate C(C1=CC=CC=C1)OC1=C2C(=C(N(C2=CC=C1)C1=CC(=C(C=C1)F)OC)C(COC)(C)C)C1=CC=C(C(=O)OC)C=C1